N1=CC=CC2=CC=CC(=C12)C(=O)NCC1=NOC(C1)C(=O)N 3-((quinoline-8-carboxamido)methyl)-4,5-dihydroisoxazole-5-carboxamide